ClC=1C=NC(=C(C(=O)NC2CCC(CC2)CN2C(N(C3=C2C=CC=C3)C=3C=NC=C(C3)C=3C=NN(C3)C)=O)C1)C 5-chloro-2-methyl-N-((1r,4r)-4-((3-(5-(1-methyl-1H-pyrazol-4-yl)pyridin-3-yl)-2-oxo-2,3-dihydro-1H-benzo[d]imidazol-1-yl)methyl)cyclohexyl)nicotinamide